COC1=C(NC=2N(C1=O)N=C(C2)C2CCOCC2)C(=O)OCC ethyl 6-methoxy-7-oxo-2-(tetrahydro-2H-pyran-4-yl)-4,7-dihydropyrazolo[1,5-a]pyrimidine-5-carboxylate